FC1=CC=C(C=C1)N1C(=NN=C1C=1OC=CC1)SCC(=O)NN=CC1=CC=C(C=C1)N(C)C 2-[[4-(4-Fluorophenyl)-5-(furan-2-yl)-4H-1,2,4-triazol-3-yl]sulfanyl]-N'-[(4-dimethylaminophenyl)methylidene]acetohydrazide